FC(C=1C=NC(=NC1)C1=CC=C2C(NC=NC2=C1)=O)(F)F 7-[5-(trifluoromethyl)pyrimidin-2-yl]quinazolin-4-one